C(C)N1CC(C1)N1N=NC=C1C=1C=C(C=NC1)N1N=C(C=CC1=O)C(=O)N[C@H](C)C1=C(C(=CC=C1)C(F)(F)F)F (R)-1-(5-(1-(1-ethylazetidin-3-yl)-1H-1,2,3-triazol-5-yl)pyridin-3-yl)-N-(1-(2-fluoro-3-(trifluoromethyl)phenyl)ethyl)-6-oxo-1,6-dihydropyridazine-3-carboxamide